5-(benzylamino)-N-(furan-2-ylmethyl)benzofuran-2-carboxamide C(C1=CC=CC=C1)NC=1C=CC2=C(C=C(O2)C(=O)NCC=2OC=CC2)C1